(trans-3-formyl-2,2-dimethylcyclopropyl)benzenesulfonamide C(=O)[C@@H]1C([C@H]1C1=C(C=CC=C1)S(=O)(=O)N)(C)C